((9-methyl-2-(4-(trifluoromethoxy)phenyl)-9H-purin-6-yl)methyl)acrylamide CN1C2=NC(=NC(=C2N=C1)CC(C(=O)N)=C)C1=CC=C(C=C1)OC(F)(F)F